ClC1=C(C=CC(=N1)NN1C(C(=C(C1=O)CCOCCC)C)=O)C(F)(F)F 1-{[6-chloro-5-(trifluoromethyl)(2-pyridyl)]amino}-3-methyl-4-(2-propoxyethyl)azoline-2,5-dione